CC1(C(CCCC1)N)C 2,2-dimethylcyclohexylamine